9-hydroxydeca-2,4,7-trienoic acid OC(C=CCC=CC=CC(=O)O)C